O.FC(CCC(=O)N[C@@H](C)C(N[C@@H]1C(N(C=2N=CC=CC2C=2C=CC=CC12)CCO)=O)=O)(F)F 4,4,4-trifluoro-N-[(1S)-1-{[(10S)-8-(2-hydroxyethyl)-9-oxo-6,8-diazatricyclo[9.4.0.02,7]pentadeca-1(11),2(7),3,5,12,14-hexaen-10-yl]carbamoyl}ethyl]butanamide hydrate